C1(=CC=CC=C1)N(C=1C=C2C3=C(N(C2=CC1)C)C(=NC(=C3)C3=CC=C(S3)C=O)C)C3=CC=CC=C3 5-(6-(diphenylamino)-1,9-dimethyl-9H-pyrido[3,4-b]indol-3-yl)thiophene-2-carbaldehyde